[Zn].[Mn].[Fe].[Ni] nickel-iron-manganese zinc salt